(4-(ethylsulfonyl)phenyl)-N-(1-isopropyl-2-(4-(trifluoromethyl)benzyl)-1H-benzo[d]imidazol-6-yl)acetamide C(C)S(=O)(=O)C1=CC=C(C=C1)CC(=O)NC=1C=CC2=C(N(C(=N2)CC2=CC=C(C=C2)C(F)(F)F)C(C)C)C1